α-(pyrimidin-5-yl)benzhydryl alcohol N1=CN=CC(=C1)C(C1=CC=CC=C1)(C1=CC=CC=C1)O